ClC1=CC(=CC=2CN(CCOC21)CC=2CC(NC(C2)=O)=O)N2C=CC1=CC(=CC=C21)F 4-{[9-chloro-7-(5-fluoroindol-1-yl)-3,5-dihydro-2H-1,4-benzoxazepin-4-yl]methyl}-1,3-dihydropyridine-2,6-dione